butylethyl-1,3-propanediol C(CCC)C(CCO)(O)CC